(E)-2-(2,6-dichlorobenzylidene)hydrazinecarbothioamide ClC1=C(\C=N\NC(N)=S)C(=CC=C1)Cl